C(C1=CC=CC=C1)N1CCN(CC1)C1=CC=C(C=N1)CC(=O)OC.CO[Si](CCCNCCNCC1=CC=C(C=C1)C=C)(OC)OC N-[3-(trimethoxysilyl) propyl]-N'-(4-vinylbenzyl) ethylenediamine methyl 2-[6-(4-benzylpiperazin-1-yl)pyridin-3-yl]acetate